2-[4-[[[4-[[3-(2,3-difluoro-4-methoxyphenyl)imidazo[1,2-a]pyrazin-8-yl]amino]-2-ethyl-benzoyl]amino]methyl]-1-piperidyl]acetic acid FC1=C(C=CC(=C1F)OC)C1=CN=C2N1C=CN=C2NC2=CC(=C(C(=O)NCC1CCN(CC1)CC(=O)O)C=C2)CC